(1-isopropylhexyl)(2-propylhexyl)(1-nonylphosphinic acid) C(C)(C)C(CCCCC)CCCCCCCCCP(O)(=O)CC(CCCC)CCC